C(CC)OCCOC=C(C)C1=CC(=CC=C1)C(=COCCOCCC)C 1,3-bis(1-(2-propoxyethoxy)prop-1-en-2-yl)benzene